C(C)N1N=CC2=C1N=CC=C2NCC2CCN(CC2)S(=O)(=N)C 1-ethyl-N-((1-(S-methylsulfonimidoyl)piperidin-4-yl)methyl)-1H-pyrazolo[3,4-b]pyridine-4-amine